(S)-2-((2-(Methoxymethoxy)phenyl)(phenyl)(1H-pyrrol-2-yl)methyl)-3-phenyl-1H-indole COCOC1=C(C=CC=C1)[C@](C=1NC2=CC=CC=C2C1C1=CC=CC=C1)(C=1NC=CC1)C1=CC=CC=C1